FC1=C(N[C@H]2CN(CC2)C(C)=O)C=C(C=C1F)[C@H]1[C@@H](C1)C=1C=NC(=NC1)C1=NC=CC=N1 trans-1-[(3R)-3-[2,3-difluoro-5-[2-(2-pyrimidin-2-ylpyrimidin-5-yl)cyclopropyl]anilino]pyrrolidin-1-yl]ethanone